C(C1=CC=CC=C1)N(C=1C=C2CCN(CC2=CC1C1=CC=C(C=C1)C(F)(F)F)C(C=C)=O)C 1-(6-(benzyl(methyl)amino)-7-(4-(trifluoromethyl)phenyl)-3,4-dihydroisoquinolin-2(1H)-yl)prop-2-en-1-one